6-methyl-7-(trifluoromethyl)imidazo[1,2-c]Pyrimidin-5-one CN1C(N2C(C=C1C(F)(F)F)=NC=C2)=O